ethyl 4-chloro-1-((3,3-difluorocyclopentyl)methyl)-3-(trifluoromethyl)-1H-pyrazole-5-carboxylate ClC=1C(=NN(C1C(=O)OCC)CC1CC(CC1)(F)F)C(F)(F)F